C(C(=C)C)(=O)OCCOC1=CC=C(C=C1)C(=CC)C1=CC=C(C=C1)OCCOC(C(=C)C)=O bis[4-(methacryloxyethoxy)phenyl]propaneN